CC=1N=CSC1N1CCN(C2CC12)C(=O)OC(C)(C)C tert-butyl 5-(4-methylthiazol-5-yl)-2,5-diazabicyclo[4.1.0]heptane-2-carboxylate